3-Ethyl-7-(1-hydroxyethyl)quinolin-2(1H)-one C(C)C=1C(NC2=CC(=CC=C2C1)C(C)O)=O